1-(4-(tetrahydro-2H-pyran-4-yl)phenyl)ethan-1-ol O1CCC(CC1)C1=CC=C(C=C1)C(C)O